C(O)C(CO)(C)CO 2,2-dimethylolpropanol